C(C)OCC(C(/C=C/[C@H]1CC[C@H]2[C@@H]1CCC1=C(O2)C(=C(C=C1)C(=O)O)F)O)(C)C (1R,3aS,10aR)-1-[(1E,3ξ)-5-ethoxy-3-hydroxy-4,4-dimethyl-1-penten-1-yl]-5-fluoro-2,3,3a,9,10,10a-hexahydro-1H-benzo[b]cyclopenta[f]oxepin-6-carboxylic acid